SC1=NC(=C2NC=NC2=N1)S 2,6-Dimercaptopurine